N[C@H]1CN(C[C@H](C1(F)F)C)C1=C(C=C(C(=N1)NC=1C=C2C=C(C(N(C2=CC1)C)=O)OCC(=O)NC)Cl)C#N 2-[[6-[[6-[(3S,5R)-3-amino-4,4-difluoro-5-methyl-1-piperidyl]-3-chloro-5-cyano-2-pyridyl]amino]-1-methyl-2-oxo-3-quinolyl]oxy]-N-methyl-acetamide